5-hydroxy-2-methoxy-6-(4-(trifluoromethyl)phenyl)nicotinic acid OC=1C(=NC(=C(C(=O)O)C1)OC)C1=CC=C(C=C1)C(F)(F)F